NC1=CC=C(C=C1)C=1C(=C(C(=CC1)NC)NC)C1=CC=C(C=C1)N bis(4-aminophenyl)-N,N'-dimethylbenzenediamine